1-[3-(3-chloro-6-methoxy-1H-indol-2-yl)-5-(3-fluoro-5-methylphenyl)pyridazin-4-yl]piperidin-4-amine ClC1=C(NC2=CC(=CC=C12)OC)C=1N=NC=C(C1N1CCC(CC1)N)C1=CC(=CC(=C1)C)F